ClC1=CC=C(C(=N1)F)COC1=CC=CC(=N1)C1=CC(=C(CC2=NC3=C(N2[C@@H]2COCC2(C)C)C=C(C=C3)C(=O)O)C=C1F)F (S)-2-(4-(6-((6-chloro-2-fluoropyridin-3-yl)methoxy)pyridin-2-yl)-2,5-difluorobenzyl)-1-(4,4-dimethyltetrahydrofuran-3-yl)-1H-benzo[d]imidazole-6-carboxylic acid